FC(C1=CC=C(OC2=C3C=CC=NC3=CC=C2)C=C1)(F)F 5-(4-(trifluoromethyl)phenoxy)quinoline